ClC=1C(=CC2=CN(N=C2C1)C1CCC(CC1)C=O)NC(=O)C1=NC(=CC=C1)C(F)(F)F N-(6-chloro-2-((1r,4r)-4-formylcyclohexyl)-2H-indazol-5-yl)-6-(trifluoromethyl)pyridinecarboxamide